BrCC1=C(C=CC=C1)F (bromomethyl)-2-fluoro-benzene